[Cl-].O=C(C=C)OCC[N+](C)(C)C 2-((1-oxo-2-propenyl)oxy)-N,N,N-trimethyl-ethanaminium chloride